ClC1=C(C=CC(=C1NC=1C(=C2C(N(C=NC2=CC1)C)=O)C)F)NS(=O)(=O)N1C[C@@H](CC1)OC (R)-N-(2-chloro-3-((3,5-dimethyl-4-oxo-3,4-dihydro-quinazolin-6-yl)amino)-4-fluorophenyl)-3-methoxypyrrolidine-1-sulfonamide